C1(CC1)C1=NC=CC(=C1)C1=NSC(=N1)C(C)NS(=O)C(C)(C)C N-(1-(3-(2-cyclopropylpyridin-4-yl)-1,2,4-thiadiazol-5-yl)ethyl)-2-methylpropane-2-sulfinamide